N[C@H](C(=O)N1C2CC2CC1C#N)C12CC3(C[C@@H](CC(C1)C3)C2)O 2-((2S)-2-amino-2-((1S,3S,5S)-3-hydroxyadamantan-1-yl)acetyl)-2-azabicyclo[3.1.0]hexane-3-carbonitrile